BrC1=CC(=C2C(=NN(C2=C1C)C1OCCCC1)I)Cl 6-bromo-4-chloro-3-iodo-7-methyl-1-tetrahydropyran-2-yl-indazole